8-methylnaringenin CC1=C(C=C(C=2C(C[C@H](OC12)C1=CC=C(O)C=C1)=O)O)O